9,10-di-n-butylanthracene C(CCC)C=1C2=CC=CC=C2C(=C2C=CC=CC12)CCCC